(1S*,2R*,3R*,7S*,8R*)-4-isobutyl-1-benzylaminocarbonyl-2-isobutyl-4,10-diazatricyclo[5.3.1.03,8]undeca-9-ene C(C(C)C)N1[C@@H]2[C@H]([C@]3(N=C[C@@H]2[C@@H](CC1)C3)C(=O)NCC3=CC=CC=C3)CC(C)C |o1:5,6,7,10,11|